NCC1=NNC(C2=CC=C(C=C12)C1=CN=CC2=CC=CC=C12)=O 4-(aminomethyl)-6-(isoquinolin-4-yl)-phthalazin-1(2H)-one